C(#N)C1=NC2=CC(=CC(=C2N=C1C1=CC=C(C=C1)C#N)[C@@H](C)NC1=C(C(=O)O)C=CC=C1)C (R)-2-((1-(2-cyano-3-(4-cyanophenyl)-7-methylquinoxalin-5-yl)ethyl)-amino)benzoic acid